NC=1C=C2C(NC(C2=CC1C#C[Si](C)(C)C)=O)C1=C(NC2=CC=CC=C12)CN(C)C 5-amino-3-{2-[(dimethylamino)methyl]-1H-indol-3-yl}-6-[2-(trimethylsilyl)ethynyl]-2,3-dihydro-1H-isoindol-1-one